tetracarboxyphenyliron C(=O)(O)C=1C(=C(C(=C(C1)[Fe])C(=O)O)C(=O)O)C(=O)O